C(C)N1N=C(C(=C1)C1=C(C(=CC=C1)O)C1=C2C(=CN=C1)SC(=C2)C#N)C(F)(F)F 4-(2-(1-ethyl-3-(trifluoromethyl)-1H-pyrazol-4-yl)-6-hydroxyphenyl)thieno[2,3-c]pyridine-2-carbonitrile